C12(CC(C1)C2)C2=C(C=CC(=C2)C)S(=O)(=O)NCC#C (bicyclo[1.1.1]pent-1-yl)-4-methyl-N-(prop-2-yn-1-yl)benzenesulfonamide